(4bS,6R)-1-(1-methanesulfonyl-1-methyl-ethyl)-5-methyl-5,6,8a,9-tetrahydro-8H-7,10-dioxa-2,4,4b-triazaphenanthrene-3-carboxylic acid pyrimidin-2-ylamide N1=C(N=CC=C1)NC(=O)C=1N=C(C=2OCC3COCC(N3C2N1)C)C(C)(C)S(=O)(=O)C